[1,8]Naphthyridin-2-one N1C(C=CC2=CC=CN=C12)=O